C(C)(C)(C)OC(=O)N1CC(CC1)(C(=O)O)C#N (tert-butoxycarbonyl)-3-cyanopyrrolidine-3-carboxylic acid